C(CCCCCCCCC)(=O)OCCCCCCCCCCCCCCCCCCCCCCCC n-tetracosyl decanoate